p-menthan-3,8,9-triol C1(CC(C(CC1)C(CO)(C)O)O)C